(1'R,2'R)-5'-methyl-3-(methylsulfonyl)-4-pentyl-2'-(prop-1-en-2-yl)-1',2',3',4'-tetrahydro-[1,1'-biphenyl]-2,6-diol CC=1CC[C@H]([C@@H](C1)C=1C(=C(C(=CC1O)CCCCC)S(=O)(=O)C)O)C(=C)C